(S)-N-(5-(1-acryloylpiperidine-3-carboxamido)pyridin-2-yl)-6-(4-chloro-1H-pyrazol-5-yl)picolinamide C(C=C)(=O)N1C[C@H](CCC1)C(=O)NC=1C=CC(=NC1)NC(C1=NC(=CC=C1)C1=C(C=NN1)Cl)=O